2-(decyloxy)-4-pentadecylbenzaldehyde C(CCCCCCCCC)OC1=C(C=O)C=CC(=C1)CCCCCCCCCCCCCCC